3-Bromo-6-cyclopropyl-1,2,4-triazine BrC=1N=NC(=CN1)C1CC1